[2-(3,4-difluoro-2-methyl-phenoxy)-3-quinolinyl]boric acid FC=1C(=C(OC2=NC3=CC=CC=C3C=C2OB(O)O)C=CC1F)C